CC=1OC=CC1SC 2-methyl-3-(methylthio)furane